N-(4-(chlorodifluoromethoxy)phenyl)benzamide ClC(OC1=CC=C(C=C1)NC(C1=CC=CC=C1)=O)(F)F